ClC1=CC(=C(OC2CCN(CC2)C(=O)OC(C)(C)C)C=C1NC=1C=C2CCC(NC2=CC1)=O)[N+](=O)[O-] tert-butyl 4-(4-chloro-2-nitro-5-((2-oxo-1,2,3,4-tetrahydroquinolin-6-yl)amino)phenoxy)piperidine-1-carboxylate